C(=O)C1=CC=C(OC2=NC(=NC(=N2)OC2=CC=C(C=C2)C=O)OC2=CC=C(C=C2)C=O)C=C1 2,4,6-tri(4-formylphenoxy)-1,3,5-triazine